OC(C)(C)C1=CC(=NN1C(C)C)[S@@](=O)(N)=NC(NC1=C2C(CCC2=CC=2CCCC12)=O)=O (R)-5-(2-hydroxypropan-2-yl)-1-isopropyl-N'-((3-oxo-1,2,3,5,6,7-hexahydro-s-indacen-4-yl)carbamoyl)-1H-pyrazole-3-sulfonimidamide